O1CCC(=CC1)C=1C=C(C=2N(C1)N=CC2C#N)O[C@@H]2CC[C@@H](CC2)N 6-(3,6-Dihydro-2H-pyran-4-yl)-4-{[cis-4-aminocyclohexyl]oxy}pyrazolo[1,5-a]pyridine-3-carbonitrile